(6Z,9Z,26Z,29Z)-N-(4-((tert-butyldiphenylsilyl)oxy)butyl)-N-methylpentatriaconta-6,9,26,29-tetraen-18-amine [Si](C1=CC=CC=C1)(C1=CC=CC=C1)(C(C)(C)C)OCCCCN(C(CCCCCCC\C=C/C\C=C/CCCCC)CCCCCCC\C=C/C\C=C/CCCCC)C